[1-(chloromethyl)-3-[(2-{3-[(4-methanesulfonyl-2-methoxyphenyl)amino]prop-1-yn-1-yl}-1-(2,2,2-trifluoroethyl)-1H-indol-4-yl)amino]cyclobutyl]methanol ClCC1(CC(C1)NC1=C2C=C(N(C2=CC=C1)CC(F)(F)F)C#CCNC1=C(C=C(C=C1)S(=O)(=O)C)OC)CO